(5-(3-chlorophenyl)-3-methoxypyridine-2-carbonyl)glycine ClC=1C=C(C=CC1)C=1C=C(C(=NC1)C(=O)NCC(=O)O)OC